FC1=C(C=C(C=C1)F)C(C=1C(N(C=CC1)C)=O)O 3-((2,5-Difluorophenyl)(hydroxy)methyl)-1-methylpyridin-2(1H)-one